CN(CCOC=1C=CC(=C(C(=O)NC2(CC2)C2=CC=CC3=CC=CC=C23)C1)C#C)C 5-(2-(Dimethylamino)ethoxy)-2-ethynyl-N-(1-(naphthalen-1-yl)cyclopropyl)benzamide